aluminum triformate C(=O)[O-].C(=O)[O-].C(=O)[O-].[Al+3]